C=C1CC/C=C(\C)CC[C@@H]2[C@@H]1CC2(C)C β-Caryophyllene